ClC1=CC=C(O[C@H](C(=O)N(O)CC(C)(C)C)C)C=C1 (2S)-2-(4-chlorophenoxy)-N-(2,2-dimethylpropyl)-N-hydroxypropanamide